3-[4-[4-hydroxy-4-(2-oxo-2-piperazin-1-yl-ethyl)-1-piperidinyl]-3-(trifluoromethyl)anilino]piperidine-2,6-dione OC1(CCN(CC1)C1=C(C=C(NC2C(NC(CC2)=O)=O)C=C1)C(F)(F)F)CC(N1CCNCC1)=O